(8aS)-5-chloro-4-fluoro-2-(methylsulfanyl)-8,8a,9,10,11,12-hexahydro-7-oxa-1,3,6,12a-tetraazabenzo[4,5]cyclohepta[1,2,3-de]naphthalene ClC1=C(C=2N=C(N=C3C2C(=N1)OC[C@H]1N3CCCC1)SC)F